4-(2-(5-phenyl-1,2,4-oxadiazol-3-yl)-8-(pyridin-4-yl)-9-((2-(trimethylsilyl)ethoxy)methyl)-9H-purin-6-yl)morpholine C1(=CC=CC=C1)C1=NC(=NO1)C1=NC(=C2N=C(N(C2=N1)COCC[Si](C)(C)C)C1=CC=NC=C1)N1CCOCC1